5-(((S)-1-(3-oxo-3-(4-(5-((S)-1,2,2-trifluorocyclopropyl)pyrimidin-2-yl)piperazine-1-yl)propoxy)propan-2-yl)amino)-4-(trifluoromethyl)pyridazine-3(2H)-one O=C(CCOC[C@H](C)NC1=C(C(NN=C1)=O)C(F)(F)F)N1CCN(CC1)C1=NC=C(C=N1)[C@@]1(C(C1)(F)F)F